C(C1CO1)OCCCCCCCCCCC[Si](OC)(OC)OC 8-glycidoxypropyl-n-octyl-trimethoxysilane